FC1(OC2=C(O1)C=CC(=C2)N2CCN(CC2)C(CCCCNC=2C=CC=C1C(NC(=NC21)C)=O)=O)F 8-((5-(4-(2,2-difluorobenzo[d][1,3]dioxol-5-yl)piperazin-1-yl)-5-oxopentyl)amino)-2-methylquinazolin-4(3H)-one